NC1=NC(=NC(=C1)Cl)SC 4-amino-6-chloro-2-(methylthio)pyrimidine